COCCOC=1C=NC=CC1CNC1=C(C(NCC1)=O)C(NC1=CC=CC=C1)=S 4-({[3-(2-methoxyethoxy)pyridin-4-yl]methyl}amino)-2-oxo-N-phenyl-1,2,5,6-tetrahydropyridine-3-carbothioamide